C(CCCCC(C)C)P([O-])(=O)CCCCCC(C)C.[Na+] sodium diisooctylphosphinate